(R)-2-((1-(6-methyl-2-(4-(1-methyl-1H-imidazol-4-yl)phenyl)-4-oxo-4H-chromen-8-yl)ethyl)amino)benzoic acid CC=1C=C2C(C=C(OC2=C(C1)[C@@H](C)NC1=C(C(=O)O)C=CC=C1)C1=CC=C(C=C1)C=1N=CN(C1)C)=O